C1(=CC=CC=C1)C1(C2=CC=C(C=C2C2C=CC=CC12)C1=NC(=NC(=N1)C1=CC=NC=C1)C1=CC=C(C=C1)C1=CC=C(C=C1)C#N)C1=CC=CC=C1 4'-(4-(9,9-diphenyl-9,9a-dihydro-4aH-fluoren-6-yl)-6-(pyridin-4-yl)-1,3,5-triazin-2-yl)-[1,1'-biphenyl]-4-carbonitrile